C(CCC(=O)O)(=O)O.C(CC)S(=O)(=O)N propane-1-sulfonamide monosuccinate salt